FC(C1=NN(C=C1C(C=O)(C(C)=O)C)C)F 3-(difluoromethyl)-1-methyl-4-(2-methyl-1,3-dioxobutane-2-yl)-1H-pyrazole